Butyl 3,6-anhydro-2-O-nitro-β-D-glucofuranoside [N+](=O)([O-])O[C@H]1[C@H](OCCCC)O[C@H]2[C@@H]1OC[C@H]2O